(1-(3,4-Dichlorophenyl)-1H-pyrrolo[2,3-b]pyridin-2-yl)(7-azaspiro[3.5]non-7-yl)methanone ClC=1C=C(C=CC1Cl)N1C(=CC=2C1=NC=CC2)C(=O)N2CCC1(CCC1)CC2